methyl 1-{1-[(benzyloxy)carbonyl]piperidin-4-yl}-4-hydroxy-6-oxo-1,6-dihydropyridine-3-carboxylate C(C1=CC=CC=C1)OC(=O)N1CCC(CC1)N1C=C(C(=CC1=O)O)C(=O)OC